C(=C)C=1C=NN2C1N=C(N=C2N(CC2=CC=C(C=C2)OC)CC2=CC=C(C=C2)OC)N2CCOCC2 8-ethenyl-N,N-bis[(4-methoxyphenyl)methyl]-2-(morpholin-4-yl)pyrazolo[1,5-a][1,3,5]triazin-4-amine